Ethyl 2-((5-(5-(5-((3-chloro-4-fluorophenyl)carbamoyl)-1-methyl-1H-imidazol-4-yl)-2-hydroxyoctahydropentalen-2-yl)-1-methyl-1H-pyrazol-3-yl)oxy)propanoate ClC=1C=C(C=CC1F)NC(=O)C1=C(N=CN1C)C1CC2CC(CC2C1)(O)C1=CC(=NN1C)OC(C(=O)OCC)C